OC(CC1=NN=CN1C)C=1C=C(C=CC1)N1C(C2=CC=CC(=C2C1)C(F)(F)F)=O 2-[3-[1-hydroxy-2-(4-methyl-4H-1,2,4-triazol-3-yl)ethyl]phenyl]-4-(trifluoromethyl)isoindolin-1-one